3-{4-[(cyclopropylmethyl)[(1r,4r)-4-(oxetan-3-ylamino)cyclohexyl]amino]-1-oxo-3H-isoindol-2-yl}piperidine-2,6-dione C1(CC1)CN(C1=C2CN(C(C2=CC=C1)=O)C1C(NC(CC1)=O)=O)C1CCC(CC1)NC1COC1